OCC(=O)N[C@@H](C)C1=CC=C(C=C1)OC(F)(F)F (S)-2-hydroxy-N-(1-(4-(trifluoromethoxy)phenyl)ethyl)acetamide